CN([C@H](C)C(=O)N1CCC(CC1)N1N=CC(=C1C)C=1C=C(C=2N(C1)N=CC2C#N)SC2=NC=CC=C2F)C 6-(1-(1-(dimethyl-D-alanyl)piperidin-4-yl)-5-methyl-1H-pyrazol-4-yl)-4-((3-fluoropyridin-2-yl)thio)pyrazolo[1,5-a]pyridine-3-carbonitrile